FC1=C(C(=CC=C1)F)COC(C)C=1C=C2NC1C=C1C=C(C(=N1)C=C1C=CC(N1)=CC=1C=CC(N1)=C2)C(C)OCC2=C(C=CC=C2F)F 3,8-bis(1-(2,6-difluorophenylmethoxy)ethyl)porphyrin